7-((2S,5R)-2,5-dimethyl-4-(1-(quinoxalin-6-yl)ethyl)piperazin-1-yl)-4-methyl-2,4-dihydro-5H-pyrazolo[4,3-b]Pyridine C[C@@H]1N(C[C@H](N(C1)C(C)C=1C=C2N=CC=NC2=CC1)C)C=1C=2C(N(CC1)C)=CNN2